2-(6-(2-(methylamino)-4-(((5-((tetrahydro-2H-pyran-2-yl)oxy)pyridin-3-yl)methyl)amino)-7-toluenesulfonyl-7H-pyrrolo[2,3-d]pyrimidin-5-yl)quinolin-3-yl)ethyl methanesulfonate CS(=O)(=O)OCCC=1C=NC2=CC=C(C=C2C1)C1=CN(C=2N=C(N=C(C21)NCC=2C=NC=C(C2)OC2OCCCC2)NC)S(=O)(=O)CC2=CC=CC=C2